2-bromo-1,8-naphthalenedicarboxylic anhydride BrC1=C2C3=C(C=CC=C3C=C1)C(=O)OC2=O